(1R,5S,6r)-3-(tert-butoxycarbonyl)-3-azabicyclo[3.1.1]heptane-6-carboxylic acid C(C)(C)(C)OC(=O)N1C[C@H]2C([C@@H](C1)C2)C(=O)O